5-((S)-3-methylmorpholino)pyrazolo[1,5-a]pyrimidine-3-carboxamide C[C@H]1COCCN1C1=NC=2N(C=C1)N=CC2C(=O)N